O[C@H](/C=C/C(=O)N1CC(C1)C1=NN(C2=NC=CC(=C21)CO)C2=CC=C(C=C2)OC(F)(F)F)C (S,E)-4-hydroxy-1-(3-(4-(hydroxymethyl)-1-(4-(trifluoromethoxy)phenyl)-1H-pyrazolo[3,4-b]pyridin-3-yl)azetidin-1-yl)pent-2-en-1-one